C(C)(C)(C)OC(=O)O[C@H](C(=O)O)C1=CC=CC=C1 (S)-2-((tert-butoxycarbonyl)oxy)-2-phenylacetic Acid